S(=O)(=O)(O)O.CC(C(=O)O[C@H]1[C@](O[C@@H]([C@H]1OC(C(C)C)=O)COC(C(C)C)=O)(C#N)C1=CC(=C2C(=NC=NN21)N)[2H])C.C2(=CC=C(C=C2)\C=C\C2=CC=C(C=C2)C)C.C2(=CC=C(C=C2)\C=C\C2=CC=C(C=C2)C)C.NC2=NC=NN1C2=C(C=C1[C@@]1(O[C@@H]([C@H]([C@H]1OC(C(C)C)=O)OC(C(C)C)=O)COC(C(C)C)=O)C#N)[2H] trans-1,2-di-p-tolyl ethylene (2R,3R,4R,5R)-2-(4-aminopyrrolo[2,1-f][1,2,4]triazin-7-yl-5-d)-2-cyano-5-(isobutyryloxymethyl)tetrahydrofuran-3,4-diyl bis(2-methylpropanoate) hemisulfate